FC(C)(F)C=1C=C(C=CC1)C=1C=C2C(=NC1)C=NN2CC2=NOC(=C2)C 3-[[6-[3-(1,1-Difluoroethyl)phenyl]pyrazolo[4,3-b]pyridin-1-yl]methyl]-5-methyl-isoxazole